BrC=1C=C(C=CC1F)N1C(=NOC1=O)C=1C(=NON1)OCCNC(OC(C)(C)C)=O tert-butyl (2-((4-(4-(3-bromo-4-fluorophenyl)-5-oxo-4,5-dihydro-1,2,4-oxadiazol-3-yl)-1,2,5-oxadiazol-3-yl)oxy)ethyl)carbamate